C(C)(C)(C)OC(=O)NCCN1C(=CC(=C1)C1=NC(=NC=C1Cl)NC1CCOCC1)C(=O)OC Methyl 1-(2-((tert-butoxycarbonyl)amino)ethyl)-4-(5-chloro-2-((tetrahydro-2H-pyran-4-yl)amino)pyrimidin-4-yl)-1H-pyrrole-2-carboxylate